CCC(CCCCCCCCCCCCC(CCCC)O)O eicosane-3,16-diol